COCC1CN(C1)C(CC1=CC=C(C=C1)NC=1N=CC2=C(N1)CN(CC2)C2=C(C1=C(OCCN1C(=O)[O-])N=C2)C)=O 7-{2-[(4-{2-[3-(methoxymethyl)azetidin-1-yl]-2-oxoethyl}phenyl)amino]-5H,6H,7H,8H-pyrido[3,4-d]pyrimidin-7-yl}-8-methyl-1H,2H,3H-pyrido[2,3-b][1,4]oxazine-1-carboxylate